CC1SCCSC1 methyl-1,4-dithiane